CCCC[Si](OC)(OC)OC n-butyltrimethoxysilane